C(C=C)(=O)N1C[C@@H](NCC1)CO (R)-4-acryloyl-2-(hydroxymethyl)piperazine